C(#C)[C@]1(CNCC1)OC(=O)N1CCN(CC1)C1=NC=2N(C=C1)N=CC2C=2C(=NC=CC2)OC2CC2 [(3R)-3-ethynylpyrrolidin-3-yl]-4-[3-[2-(cyclopropoxy)-3-pyridyl]pyrazolo[1,5-a]pyrimidin-5-yl]piperazine-1-carboxylate